ClC=1SC(=CC1CNCC(C(=O)O)(F)F)Cl 3-{[(2,5-dichlorothiophen-3-yl)methyl]amino}-2,2-difluoropropanoic acid